Tert-Butyl 1-ethyl-6-fluoro-1-hydroxy-5-methoxyisoindoline-2-carboxylate C(C)C1(N(CC2=CC(=C(C=C12)F)OC)C(=O)OC(C)(C)C)O